N-cyclopropyl-5-((2-methyl-1,2,3,4-tetrahydroisoquinolin-6-yl)amino)-7-(methylamino)pyrazolo[1,5-a]pyrimidine-3-carboxamide C1(CC1)NC(=O)C=1C=NN2C1N=C(C=C2NC)NC=2C=C1CCN(CC1=CC2)C